4-chloro-7-fluoro-6-[1-[3-(triazol-1-yl)propanoyl]-3,6-dihydro-2H-pyridin-5-yl]-1H-indole-2-carboxylic acid ClC1=C2C=C(NC2=C(C(=C1)C1=CCCN(C1)C(CCN1N=NC=C1)=O)F)C(=O)O